C(#C)C=1C(=C(C=CC1)NC1=NC=NC2=CC=C(C=C12)[C@H]1CNCC1)F N-(3-ethynyl-2-fluoro-phenyl)-6-[(3S)-pyrrolidin-3-yl]quinazolin-4-amine